(R)-3-(5-bromo-3-((2-(2-ethoxy-2-oxoethyl)phenoxy)methyl)-1H-indazol-1-yl)pyrrolidine-1-carboxylic acid tert-butyl ester C(C)(C)(C)OC(=O)N1C[C@@H](CC1)N1N=C(C2=CC(=CC=C12)Br)COC1=C(C=CC=C1)CC(=O)OCC